copper-indium-tin [Sn].[In].[Cu]